[O-]P([O-])(=O)OP(=O)([O-])OP(=O)([O-])[O-].[Na+].[Na+].[Na+].[Na+].[Na+] Sodium triphosphate